C(C1=CC=CC=C1)OC1=C(C=CC=C1)C=1C=C2C(=NC1)NC(N2)=O 6-(2-(Benzyloxy)phenyl)-1,3-dihydro-2H-imidazo[4,5-b]pyridin-2-one